C1=NC=C(C2=CC=CC=C12)N1C(N(C[C@@H]1C#N)C1=CC(N(C=C1)C)=O)=O |r| Racemic-3-(isoquinolin-4-yl)-1-(1-methyl-2-oxo-1,2-dihydropyridin-4-yl)-2-oxoimidazolidine-4-carbonitrile